8-cyano-N-[4-(cyanomethyl)-2,5-difluoro-phenyl]-7-methyl-imidazo[1,2-a]pyridine-3-sulfonamide C(#N)C=1C=2N(C=CC1C)C(=CN2)S(=O)(=O)NC2=C(C=C(C(=C2)F)CC#N)F